C(#N)C1=C(C=C(OCC(=O)OC(C)(C)C)C=C1)F tert-Butyl 2-(4-cyano-3-fluorophenoxy)acetate